NC=1C(=NC(=CN1)C1=CC(=NC=C1)C=1C=NN(C1)CC(C)(C)O)C(=O)N[C@@H]1CNCCC1 (S)-3-amino-6-(2-(1-(2-hydroxy-2-methylpropyl)-1H-pyrazol-4-yl)pyridin-4-yl)-N-(piperidin-3-yl)pyrazine-2-carboxamide